zirconium (tris(dimethylamino)cyclopentadienyl-zirconium) CN(C)[Zr](C1C=CC=C1)(N(C)C)N(C)C.[Zr]